C(C1=CC=CC=C1)SC=1C=C2C(OCCN2N1)C1CC1 2-(benzylthio)-4-cyclopropyl-4H,6H,7H-pyrazolo[3,2-C][1,4]oxazine